4-fluoro-N-methyl-6-(2-methylimidazo[1,2-b]pyridazin-6-yl)-N-(piperidin-4-yl)-1,3-benzothiazol-2-amine FC1=CC(=CC2=C1N=C(S2)N(C2CCNCC2)C)C=2C=CC=1N(N2)C=C(N1)C